[Cl-].ClC1=CC=C(OC[P+](C2=CC=CC=C2)(C2=CC=CC=C2)C2=CC=CC=C2)C=C1 [(4-chlorophenoxy)methyl]triphenylphosphonium chloride